8-chloro-1-[4-(3-chloropyridin-2-yl)piperidin-1-yl]-4H-[1,2,4]Triazolo[4,3-a][1]Benzazepin-5(6H)-one ClC=1C=CC2=C(CC(CC=3N2C(=NN3)N3CCC(CC3)C3=NC=CC=C3Cl)=O)C1